1-(2-cyanobenzyl)-3-methylurea C(#N)C1=C(CNC(=O)NC)C=CC=C1